8-aminonaphthalene-1,3-disulfonic acid NC=1C=CC=C2C=C(C=C(C12)S(=O)(=O)O)S(=O)(=O)O